CC1=C(C(=CC(=C1)C)C)N1C(N(C=C1)C1=C(C=C(C=C1C)C)C)[Ru-2](C1C=C(C2=CC=CC=C12)C1=CC=CC=C1)(Cl)Cl [1,3-bis(2,4,6-trimethylphenyl)imidazol-2-yl][3-phenyl-1H-inden-1-yl]ruthenium (II) dichloride